N-phenyl-pyrazolidone C1(=CC=CC=C1)N1NC(CC1)=O